C(CCCCC(C)C)C1=CC=C(S1)C=O 5-isooctyl-thiophene-2-formaldehyde